C(C)(C)(C)CN(C(=O)OC(C)C=1C=NC(=CC1)OC(C)C)[C@@H]1[C@H](CC[C@@H](C1)C1=CC(=CC=C1)C(F)(F)F)O[Si](C)(C)C(C)(C)C 1-(6-isopropoxypyridin-3-yl)ethan-1-ol tert-butyl-((1S,2S,5S)-2-((tert-butyldimethylsilyl)oxy)-5-(3-(trifluoromethyl)phenyl)-cyclohexyl)(methyl)carbamate